2-chloro-3-methylthieno[3,2-d]pyrimidin-4(3H)-one ClC=1N(C(C2=C(N1)C=CS2)=O)C